O=C1N(C(N(C12COC2)C=2C=C1COC(C1=CC2)=O)=S)C=2C=C(C(=NC2)C#N)C(F)(F)F 5-(8-oxo-5-(1-oxo-1,3-dihydroisobenzofuran-5-yl)-6-thioxo-2-oxa-5,7-diazaspiro[3.4]oct-7-yl)-3-(trifluoromethyl)pyridinecarbonitrile